S1N=NC=C1C1C(=CNC2=NC=CC=C12)C(=O)O 4-thiadiazol-5-yl-1,4-dihydro-1,8-naphthyridine-3-carboxylic acid